ClC1=NC=2N(C3=C1C=CN=C3)N=C(C2)C(=O)OCC ethyl 5-chloropyrazolo[1,5-a]pyrido[4,3-e]pyrimidine-2-carboxylate